tert-butyl 4-[8-([2,8-dimethylimidazo[1,2-a]pyridin-6-yl]carbamoyl)cinnolin-5-yl]piperazine-1-carboxylate CC=1N=C2N(C=C(C=C2C)NC(=O)C=2C=CC(=C3C=CN=NC23)N2CCN(CC2)C(=O)OC(C)(C)C)C1